[2-[(4-methoxyphenyl)methoxy]-4-pyridyl]methanol COC1=CC=C(C=C1)COC1=NC=CC(=C1)CO